BrC=1C=C2C(=NN(C2=CC1)C)COC1=C(C=CC(=C1)C)CC(=O)OCC ethyl 2-(2-((5-bromo-1-methyl-1H-indazol-3-yl)methoxy)-4-methylphenyl)acetate